C(CCC=C)(=O)[O-] 4-Pentenoate